ClC=1N(N=C2C1N=NN(C2=O)[C@@H]2C[C@@H](OCC2)CC#N)CC2=C(C=CC=C2)F 2-((2R,4S)-4-(7-chloro-6-(2-fluorobenzyl)-4-oxo-4,6-dihydro-3H-pyrazolo[4,3-d][1,2,3]triazin-3-yl)tetrahydro-2H-pyran-2-yl)acetonitrile